CC1(C(C1CCCCC)CCCO)C 3-(2,2-dimethyl-3-pentylcyclopropyl)propan-1-ol